(6-chloro-2-methyl-pyrimidin-4-yl)-(5-pyridin-4-yl-thiazol-2-yl)-amine ClC1=CC(=NC(=N1)C)NC=1SC(=CN1)C1=CC=NC=C1